C(=O)(OC(C)(C)C)N1C[C@H](C(=O)O)CCC1 |r| (±)-N-Boc-nipecotic acid